OCCNC(C=C)=O N-2-hydroxyethyl-acrylamide